COC1=CC=C(C(=O)C=2C(OC3=CC=CC=C3C2)=O)C=C1 3-(4'-methoxybenzoyl)coumarin